N-[(4-cyclopropanesulfonamido-3-methoxypyridin-2-yl)methyl]-4-(6-ethoxypyrazin-2-yl)-2-fluorobenzamide C1(CC1)S(=O)(=O)NC1=C(C(=NC=C1)CNC(C1=C(C=C(C=C1)C1=NC(=CN=C1)OCC)F)=O)OC